O1C(=CC=C1)C(=O)N1CCNCC1 furan-2-yl-(piperazin-1-yl)methanone